N1=CN=C(C=C1)C(C)=O 1-(pyrimidin-4-yl)ethanone